dihydroxy-4,4'-biphenyl-diamine OC=1C(=C(C=CC1N)C1=CC=C(C=C1)N)O